Ethyl (S)-3-((tert-butoxycarbonyl)amino)-3-(5-cyclopropyl-4,4'-difluoro-2'-hydroxy-6'-methyl-[1,1'-biphenyl]-3-yl)propanoate C(C)(C)(C)OC(=O)N[C@@H](CC(=O)OCC)C=1C=C(C=C(C1F)C1CC1)C1=C(C=C(C=C1C)F)O